6-(2-amino-5-(3-(1-(dimethylamino)ethyl)-4-hydroxyphenyl)-6-fluoropyridin-3-yl)-3,4-dihydroisoquinolin-1(2H)-one NC1=NC(=C(C=C1C=1C=C2CCNC(C2=CC1)=O)C1=CC(=C(C=C1)O)C(C)N(C)C)F